Hydroxyaluminum bis(2,2-methylene-bis(4,6-di-tert-butylphenyl)phosphate) CC(C)(C)C1=CC2=C(C(=C1)C(C)(C)C)OP(=O)(OC3=C(C2)C=C(C=C3C(C)(C)C)C(C)(C)C)[O-].CC(C)(C)C1=CC2=C(C(=C1)C(C)(C)C)OP(=O)(OC3=C(C2)C=C(C=C3C(C)(C)C)C(C)(C)C)[O-].[OH-].[Al+3]